(R)-N-(9-(3-(bis(4-methoxyphenyl)(phenyl)methoxy)-2-(((tert-butyldimethylsilyl)oxy)methyl)propyl)-6-oxo-6,9-dihydro-1H-purin-2-yl)isobutyramide COC1=CC=C(C=C1)C(OC[C@@H](CN1C=2N=C(NC(C2N=C1)=O)NC(C(C)C)=O)CO[Si](C)(C)C(C)(C)C)(C1=CC=CC=C1)C1=CC=C(C=C1)OC